2,2,2-Trifluoroethyl 2-oxo-2-[rac-(2R,5S)-5-methyl-2-[1-(trifluoromethyl)cyclopropyl]-1-piperidyl]acetate O=C(C(=O)OCC(F)(F)F)N1[C@H](CC[C@@H](C1)C)C1(CC1)C(F)(F)F |r|